C(C)(C)C1=C(C2=C(C(=N1)OC)CCC2)N 3-isopropyl-1-methoxy-6,7-dihydro-5H-cyclopenta[c]pyridin-4-amine